[Al].[Al](Cl)(Cl)Cl aluminum chloride aluminum salt